4-Amino-1-[4-[4-[4-[difluoro(phenyl)methyl]-6-methyl-pyrimidin-2-yl]piperazin-1-yl]sulfonylphenyl]pyrrolidin-2-one NC1CC(N(C1)C1=CC=C(C=C1)S(=O)(=O)N1CCN(CC1)C1=NC(=CC(=N1)C(C1=CC=CC=C1)(F)F)C)=O